N1CCC(CC1)N(C(=O)C=1N=C(SC1)C=1C=NN(C1)C1=C(C=CC=C1)C(F)(F)F)C(C)C N-(piperidin-4-yl)-N-(propan-2-yl)-2-{1-[2-(trifluoromethyl)phenyl]-1H-pyrazol-4-yl}-1,3-thiazole-4-carboxamide